2-butynyllithium C(C#CC)[Li]